methyl 7-(((benzyl-oxy)carbonyl)amino)-2-(3-bromophenyl)-2,6,6-trimethylheptanoate C(C1=CC=CC=C1)OC(=O)NCC(CCCC(C(=O)OC)(C)C1=CC(=CC=C1)Br)(C)C